BrC1=CC2=C(C(=NO2)NC(C(=O)N)C)C=C1 ((6-bromobenzo[d]isoxazol-3-yl)amino)propanamide